(R)-4-iodo-2-methyl-5-((1-methyl-d3-azetidin-2-yl)methoxy)pyridine IC1=CC(=NC=C1OC[C@@H]1N(CC1)C([2H])([2H])[2H])C